ClC=1C=C2C(=CC1)NC(C21CCN(CC1)CCOC=1C=NC(=C(C1)C(F)(F)F)C(CO)(C)S(=O)(=O)C)=O 5-chloro-1'-(2-{[6-(1-hydroxy-2-methanesulfonyl-propan-2-yl)-5-(trifluoromethyl)pyridin-3-yl]oxy}ethyl)-1,2-dihydrospiro[indole-3,4'-piperidin]-2-one